(3-((Benzyloxy)methyl)-4-ethyl-5-oxo-4,5-dihydro-1H-1,2,4-triazol-1-yl)-3-(2-chloro-6-fluorophenyl)-6-fluoro-1-isopropylquinolin-4(1H)-one C(C1=CC=CC=C1)OCC1=NN(C(N1CC)=O)C=1N(C2=CC=C(C=C2C(C1C1=C(C=CC=C1F)Cl)=O)F)C(C)C